C(CCCCCCC)OC1=C(C=C(C(=O)OC(C)C)C=C1)OC Isopropyl 4-octyloxy-3-methoxybenzoate